4-[(4-Methylphenyl)thio]thieno[2,3-c]pyridine-2-carboxamide CC1=CC=C(C=C1)SC1=C2C(=CN=C1)SC(=C2)C(=O)N